(R)-2-amino-3-(1H-indol-3-yl)-3-methylbutanoic acid N[C@@H](C(=O)O)C(C)(C)C1=CNC2=CC=CC=C12